bis[4-(3,5-di(trifluoromethyl)-benzenesulfonyloxy)phenyl]phenylsulfonium FC(C=1C=C(C=C(C1)C(F)(F)F)S(=O)(=O)OC1=CC=C(C=C1)[S+](C1=CC=CC=C1)C1=CC=C(C=C1)OS(=O)(=O)C1=CC(=CC(=C1)C(F)(F)F)C(F)(F)F)(F)F